5-(1-cyano-1-methyl-ethyl)-3-ethylsulfonyl-pyridine-2-carbonyl chloride C(#N)C(C)(C)C=1C=C(C(=NC1)C(=O)Cl)S(=O)(=O)CC